1-[(1S)-2-(4-chlorophenoxy)-1-(4-pyridyl)ethyl]-3-[(3S)-4,4-difluorotetrahydrofuran-3-yl]-1-methyl-urea ClC1=CC=C(OC[C@H](C2=CC=NC=C2)N(C(=O)N[C@H]2COCC2(F)F)C)C=C1